The molecule is an acyl-CoA(4-) arising from deprotonation of the phosphate and diphosphate OH groups of 3-hydroxy-3-(4-hydroxyphenyl)propionyl-CoA; major species at pH 7.3. It is a conjugate base of a 3-hydroxy-3-(4-hydroxyphenyl)propionyl-CoA. CC(C)(COP(=O)([O-])OP(=O)([O-])OC[C@@H]1[C@H]([C@H]([C@@H](O1)N2C=NC3=C(N=CN=C32)N)O)OP(=O)([O-])[O-])[C@H](C(=O)NCCC(=O)NCCSC(=O)CC(C4=CC=C(C=C4)O)O)O